NC1=NC(N(C=C1F)[C@@H]1CS[C@@H](O1)COP(=O)(N1CCC(CC1)OC1=CC=CC=C1)NC(C(=O)OCC)(C)C)=O Ethyl 2-(((((2r,5s)-5-(4-amino-5-fluoro-2-oxopyrimidin-1(2H)-yl)-1,3-oxathiolan-2-yl) methoxy) (4-phenoxypiperidin-1-yl) phosphoryl) amino)-2-methylpropionate